(3-(5-chloropyrimidin-2-yl)-2-methoxyphenyl)carbamate ClC=1C=NC(=NC1)C=1C(=C(C=CC1)NC([O-])=O)OC